4-(cyclopropoxy)-3-methoxy-benzoic acid C1(CC1)OC1=C(C=C(C(=O)O)C=C1)OC